C(C)(C)(C)OC(=O)NC(C#CC1=C(C=CC(=C1F)F)NC1=C(C(=O)O)C=C(C(=C1)C(F)(F)F)F)C 2-((2-(3-((tert-butoxycarbonyl)amino)but-1-yn-1-yl)-3,4-difluoro-phenyl)amino)-5-fluoro-4-(trifluoromethyl)benzoic acid